ClC=1C=NC(=NC1)N1CC(C1)OC=1C=C(C=CC1OC)[C@H]1[C@](CN(C1)C([C@H](CO)O)=O)(C)[C@@H](C)O (S)-1-((3S,4S)-4-(3-((1-(5-chloropyrimidin-2-yl)azetidin-3-yl)oxy)-4-methoxyphenyl)-3-((R)-1-hydroxyethyl)-3-methylpyrrolidin-1-yl)-2,3-dihydroxypropan-1-one